mesitylene magnesium chloride [Cl-].[Mg+2].C1(=CC(=CC(=C1)C)C)C.[Cl-]